N1N=CC(=C1)C1CC(CNC1)P(C)(C)=O (5-(1H-pyrazol-4-yl)piperidin-3-yl)dimethylphosphine oxide